ON1N=NC(=C1)C(=O)OCC ethyl 1-hydroxy-1,2,3-triazole-4-carboxylate